9,9-bis[4-(2-hydroxyethoxy)-3-methylphenyl]Fluorene OCCOC1=C(C=C(C=C1)C1(C2=CC=CC=C2C=2C=CC=CC12)C1=CC(=C(C=C1)OCCO)C)C